N-(1-(3-hydroxypropyl)-1H-pyrazol-4-yl)-1H-indazole-3-carboxamide OCCCN1N=CC(=C1)NC(=O)C1=NNC2=CC=CC=C12